FC=1C(=C(C=C(C1)F)O)[N+](=O)[O-] 3,5-Difluoro-2-nitrophenol